4-[(4-methyl-1-piperazinyl)methyl]-N-[4-methyl-3-[[4-(3-pyridinyl)-2-pyrimidinyl]amino]phenyl]benzamide mesylate S(C)(=O)(=O)O.CN1CCN(CC1)CC1=CC=C(C(=O)NC2=CC(=C(C=C2)C)NC2=NC=CC(=N2)C=2C=NC=CC2)C=C1